10,10-dimethyl-4-[4-(1,2-oxazol-3-yl)benzene-1-carbonyl]-9-oxo-1-oxa-4-azaspiro[5.5]undec-7-ene-8-carbonitrile CC1(C(C(=CC2(CN(CCO2)C(=O)C2=CC=C(C=C2)C2=NOC=C2)C1)C#N)=O)C